C(#N)C1=CC(=NC=C1)N1C=C(C2=C1N=CN=C2N2C[C@H](N(C[C@@H]2C)C(=O)OC(C)(C)C)C)C2=C(C=CC=C2)F tert-Butyl (2R,5S)-4-(7-(4-cyanopyridin-2-yl)-5-(2-fluorophenyl)-7H-pyrrolo[2,3-d]pyrimidin-4-yl)-2,5-dimethylpiperazine-1-carboxylate